2-[[[7-Cyano-4-[4-(trifluoromethoxy)phenyl]-1,3-benzothiazol-6-yl]amino]methyl]prop-2-enamid C(#N)C1=C(C=C(C=2N=CSC21)C2=CC=C(C=C2)OC(F)(F)F)NCC(C(=O)N)=C